phenyl(isobutylfluorophenyl)pyridine C1(=CC=CC=C1)C=1C(=NC=CC1)C1=C(C(=CC=C1)CC(C)C)F